tert-butyl (4-(dimethylphosphoryl)benzofuran-7-yl)(prop-2-yn-1-yl)carbamate CP(=O)(C)C1=CC=C(C2=C1C=CO2)N(C(OC(C)(C)C)=O)CC#C